FC=1C=NC=CC1B1OC(C)(C)C(C)(C)O1 3-fluoropyridine-4-boronic acid pinacol ester